C1(=CC=CC=C1)[NH2+]C1=C(C=CC=C1)[NH2+]C1=CC=CC=C1 N,N'-di-phenylphenylenediammonium